C(C1=CC=CC=C1)OC=1C=C2C(=C(N(C2=CC1)C1=CC(=C(C=C1)F)C)C(C)C)[C@@H]1C[C@H](C1)C(=O)NS(=O)(=O)C trans-3-[5-benzyloxy-1-(4-fluoro-3-methyl-phenyl)-2-isopropyl-indol-3-yl]-N-methylsulfonyl-cyclobutanecarboxamide